OC1CCC(CC1)NC=1C2=C(N=C(N1)C1=CC=C(C=C1)C1=NC(=NO1)C)CC[S@]2=O (R)-4-(((1s,4S)-4-hydroxycyclohexyl)amino)-2-(4-(3-methyl-1,2,4-oxadiazol-5-yl)phenyl)-6,7-dihydrothieno[3,2-d]pyrimidine 5-oxide